OC=1C=C(C=CC1)N(C(C[C@@H](CCCCCCCCCCC)OC(CCCCCCCCCCCCC)=O)=O)CCO[Si](C1=CC=CC=C1)(C1=CC=CC=C1)C(C)(C)C N-(3-hydroxyphenyl)-N-(2-(tert-butyldiphenylsilyloxy)ethyl)-(R)-3-tetradecanoyloxytetradecanamide